tert-Butyl 3-((1-(difluoromethyl)cyclopropyl)methoxy)-1H-pyrazole-1-carboxylate FC(C1(CC1)COC1=NN(C=C1)C(=O)OC(C)(C)C)F